CN(C1=CC2=C(C(=N1)CNC)CN(C2=O)C2=NC(=CC=C2)C=2N1C(=NN2)CC[C@@H]1C)C 6-(dimethyl-amino)-4-[(methylamino)methyl]-2-{6-[(5S)-5-methyl-6,7-dihydro-5H-pyrrolo[2,1-c][1,2,4]triazol-3-yl]pyridin-2-yl}-2,3-dihydro-1H-pyrrolo[3,4-c]pyridin-1-one